[1,2,4]triazin-4-ol N1=NCN(C=C1)O